3-methyl-7-(6-(methyl(2,2,6,6-tetramethylpiperidin-4-yl)amino)pyridazin-3-yl)quinolin CC=1C=NC2=CC(=CC=C2C1)C=1N=NC(=CC1)N(C1CC(NC(C1)(C)C)(C)C)C